C(N)(=N)C1=CC(=C(C(=C1)F)C=1N=C2N(C=CC(=C2)C)C1C[C@H]1CN(CCO1)C(=O)OC)F methyl (S)-2-((2-(4-carbamimidoyl-2,6-difluorophenyl)-7-methylimidazo[1,2-a]pyridin-3-yl)methyl)morpholine-4-carboxylate